Cl.C(C1=CC=CC=C1)OC(=O)[C@H]1NC[C@H](C1)F (2S,4S)-2-((benzyloxy)carbonyl)-4-fluoropyrrolidine hydrochloride